cyclopropylthieno[3,2-b]pyridine-2-carboxylic acid C1(CC1)C1=C(SC=2C1=NC=CC2)C(=O)O